O(C1=CC=CC=C1)CCOCCC=C(C(=O)O)C 2-(2-phenoxyethoxy)ethyl-(methyl)acrylic acid